3-chloro-6-(difluoromethyl)pyridazine-4-carboxylic acid ethyl ester C(C)OC(=O)C1=C(N=NC(=C1)C(F)F)Cl